ClC1=C(C=CC=C1F)SCC(=O)O 2-(2-chloro-3-fluoro-phenyl)sulfanylacetic acid